antimonic acid hexafluorophosphate F[P-](F)(F)(F)(F)F.[Sb](O)(O)(O)=O